C(C1=CC=CC=C1)O[C@@H]1CC[C@H](OC1)CO ((2S,5R)-5-(benzyloxy)tetrahydro-2H-pyran-2-yl)methanol